OCCOC1CN(C1)C(=O)OCC1=CC=CC=C1 Benzyl 3-(2-hydroxyethoxy)azetidine-1-carboxylate